2-bromo-N-(4-fluoro-5-methylisoxazol-3-yl)benzenesulfonamide BrC1=C(C=CC=C1)S(=O)(=O)NC1=NOC(=C1F)C